C[C@H](CCC(=O)O)[C@H]1CC[C@@H]2[C@@]1(CC[C@H]3[C@H]2[C@@H]([C@H]([C@H]4[C@@]3(CC[C@H](C4)O)C)O)O)C The molecule is a member of the class of muricholic acids in which the hydroxy groups at positions 6 and 7 have beta- and alpha- configuration respectively. It is a member of muricholic acids, a 6beta-hydroxy steroid and a 7alpha-hydroxy steroid. It is a conjugate acid of an alpha-muricholate.